trans-4-((4-(2-Cyclopropyloxazol-4-yl)pyridin-2-yl)((trans-4-(5-methoxy-6-methylpyridin-2-yl)cyclohexyl)methyl)carbamoyl)cyclohexyl 3-hydroxy-[1,3'-biazetidine]-1'-carboxylate OC1CN(C1)C1CN(C1)C(=O)O[C@@H]1CC[C@H](CC1)C(N(C[C@@H]1CC[C@H](CC1)C1=NC(=C(C=C1)OC)C)C1=NC=CC(=C1)C=1N=C(OC1)C1CC1)=O